ClC=1C=C(C=CC1F)N(C(=O)[C@H]1N(C(OC1)=O)C1=NC(=CC(=C1)C(=C)C)C)C (S)-N-(3-chloro-4-fluorophenyl)-N-methyl-3-(6-methyl-4-(prop-1-en-2-yl)pyridin-2-yl)-2-oxooxazolidine-4-carboxamide